5-((4-(2-Chloro-8-fluorodibenzo[b,f][1,4]oxazepin-11-yl)piperazin-1-yl)methyl)-1,2-dihydro-3H-1,2,4-triazol-3-one ClC=1C=CC2=C(C(=NC3=C(O2)C=CC(=C3)F)N3CCN(CC3)CC3=NC(NN3)=O)C1